methyl 3-(N-(3-fluoro-2-(piperidin-1-yl)-5-(trifluoromethyl) phenyl) sulfamoyl)-4-methoxybenzoate FC=1C(=C(C=C(C1)C(F)(F)F)NS(=O)(=O)C=1C=C(C(=O)OC)C=CC1OC)N1CCCCC1